N-Boc-m-phenylenediamine C(=O)(OC(C)(C)C)NC1=CC(=CC=C1)N